N-[2,2-dimethyl-6-[3-(1H-pyrazol-3-yl)pyrrolidin-1-yl]-3H-benzofuran-5-yl]pyrazolo[1,5-a]pyrimidine-3-carboxamide CC1(OC2=C(C1)C=C(C(=C2)N2CC(CC2)C2=NNC=C2)NC(=O)C=2C=NN1C2N=CC=C1)C